ClC=1C=C2N(C(C=3N(C2=CC1)C=CN3)=O)C3=C(C=CC=C3C)F 7-Chloro-5-(2-fluoro-6-methylphenyl)imidazo[1,2-a]Quinoxaline-4(5H)-on